(S)-2-((4-((1H-indazol-5-yl)ethynyl)-[2,4'-bipyrimidin]-2'-yl)amino)-1-(3-hydroxypyrrolidin-1-yl)ethanone N1N=CC2=CC(=CC=C12)C#CC1=NC(=NC=C1)C1=NC(=NC=C1)NCC(=O)N1C[C@H](CC1)O